COC1=C(OC2=CC=CC=C2C1=O)C3=CC=CC=C3 methoxyFlavone